sulfonyloxazocine S(=O)(=O)=C1NOC=CC=CC1